C(CCC)C1CCCC2=C(N(C3=C(C=CC=C23)C(=O)O)CC2=C(C=CC=C2)F)C1 7-butyl-5-[(2-fluorophenyl)methyl]-5H,6H,7H,8H,9H,10H-cyclohepta[b]indole-4-carboxylic acid